1-Propyl-2-butylpiperidinium methanesulfonate CS(=O)(=O)[O-].C(CC)[NH+]1C(CCCC1)CCCC